(1R,3S)-3-(5-((1,3-dioxoisoindolin-5-yl)amino)-1H-pyrazol-3-yl)cyclopentyl (4-nitrophenyl) carbonate C(O[C@H]1C[C@H](CC1)C1=NNC(=C1)NC=1C=C2C(NC(C2=CC1)=O)=O)(OC1=CC=C(C=C1)[N+](=O)[O-])=O